C(C)OC(=O)C=1C=NN(C1C(F)(F)F)C1=C2C=CN=CC2=CC=C1 1-(Isoquinolin-5-yl)-5-(trifluoromethyl)-1H-pyrazole-4-carboxylic acid ethyl ester